3-(piperidin-4-yl)urea N1CCC(CC1)NC(N)=O